C(C)(=O)N1CCC(CC1)C1=NN(C2=NC=CC(=C21)C2=C(C=C1C=NN(C1=C2)C)F)CC(=O)O [3-(1-acetylpiperidin-4-yl)-4-(5-fluoro-1-methylindazol-6-yl)pyrazolo[3,4-b]pyridin-1-yl]acetic acid